BrC=1C=C2C(=C(N1)C1CC1)OC(=C2)C(=O)N 5-bromo-7-cyclopropylfuro[2,3-c]pyridine-2-carboxamide